OC=1C=CC(=NC1)C1CCN(CC1)C1C(N(OCC1)CC1=CC=C(C=C1)C)=O (4-(5-hydroxypyridin-2-yl)piperidin-1-yl)-2-(4-methylbenzyl)-1,2-oxazinan-3-one